2-[4-[2-[[6-[3-(5-chloro-2,4-difluoro-phenyl)-1H-pyrazol-4-yl]-1,5-naphthyridin-3-yl]amino]ethyl]piperazin-1-yl]propan-1-ol ClC=1C(=CC(=C(C1)C1=NNC=C1C=1N=C2C=C(C=NC2=CC1)NCCN1CCN(CC1)C(CO)C)F)F